4-(6-(cyclopentylmethyl)-2-(1-(4-methoxybenzyl)-3-(trifluoromethyl)-1H-1,2,4-triazol-5-yl)imidazo[1,2-a]pyrimidin-3-yl)-N,N-dimethyl-1H-imidazole-1-sulfonamide C1(CCCC1)CC=1C=NC=2N(C1)C(=C(N2)C2=NC(=NN2CC2=CC=C(C=C2)OC)C(F)(F)F)C=2N=CN(C2)S(=O)(=O)N(C)C